FC(CC(NC)C1=CC=NC=C1)F 3,3-difluoro-N-methyl-1-(4-pyridyl)propan-1-amine